6-(((1r,3s,5R,7S)-3-hydroxyadamantan-1-yl)carbamoyl)picolinate OC12CC3(C[C@H](C[C@@H](C1)C3)C2)NC(=O)C2=CC=CC(=N2)C(=O)[O-]